CC(C=O)CC1=CC=C(C=C1)C(C)C alpha-methyl-4-(1-methylethyl)-Benzenepropanal